2-(2-bromophenyl)-N-((R)-((S)-7-(1-methyl-1H-pyrazol-4-yl)-2,3-dihydro-1H-pyrido[2,3-b][1,4]oxazin-3-yl)(phenyl)methyl)ethanamine triformate C(=O)O.C(=O)O.C(=O)O.BrC1=C(C=CC=C1)CCN[C@H](C1=CC=CC=C1)[C@@H]1CNC2=C(O1)N=CC(=C2)C=2C=NN(C2)C